COC1=CC=C(C=N1)C1CCC2(CC3=CC=CC=C3C2)CC1 (1r,4r)-4-(6-methoxypyridin-3-yl)-1',3'-dihydrospiro[cyclohexane-1,2'-indene]